FC(C(C(CC(C(F)(F)F)(F)F)I)(F)F)(F)F 1,1,1,2,2,5,5,6,6,6-decafluoro-3-iodohexane